N-(4-bromo-2-carbamoyl-6-methyl-phenyl)-5-chloro-2-cyclopropyl-pyrazole-3-carboxamide BrC1=CC(=C(C(=C1)C)NC(=O)C=1N(N=C(C1)Cl)C1CC1)C(N)=O